ClC=1C=C(C=CC1F)C(C=1NC(=CN1)S(=O)(=O)N1CC(CC1)O)C1=CC(=C(C=C1)F)Cl 1-((2-(bis(3-chloro-4-fluorophenyl)methyl)-1H-imidazol-5-yl)sulfonyl)pyrrolidin-3-ol